O1CCN(CC1)C=1C=C(C=CC1)CNC=1SC=CN1 N-(3-morpholinophenylmethyl)thiazol-2-amine